FC(C(=O)O)(F)F.FC(C(=O)O)(F)F.N1N=C(C=C1)NC1=NC(=NC2=CC=C(C(=C12)OCC(F)F)C)C=1C=C(OCC(=O)NC(C)(C)C)C=CC1 2-(3-(4-((1H-Pyrazol-3-yl)amino)-5-(2,2-difluoroethoxy)-6-methylquinazolin-2-yl)phenoxy)-N-(tert-butyl)acetamide BisTrifluoroacetic Acid Salt